C(C)OC(=O)N1[C@@H](C[C@@H](C2=CC(=CC=C12)C(F)(F)F)N(C(=O)OC)CC1=CC(=CC(=C1)C(F)(F)F)C(F)(F)F)CC [2R,4S]-4-[(3,5-bis-trifluoromethyl-benzyl)-methoxycarbonyl-amino]-2-ethyl-6-trifluoromethyl-3,4-dihydro-2H-quinoline-1-carboxylic acid ethyl ester